N-(2-Fluoro-4-phenoxyphenyl)-6-(1,6-diazaspiro[3.3]heptan-6-yl)pyrido[3,2-d]pyrimidin-4-amine FC1=C(C=CC(=C1)OC1=CC=CC=C1)NC=1C2=C(N=CN1)C=CC(=N2)N2CC1(CCN1)C2